C[C@H](CC)OC1=NN(C=C1[N+](=O)[O-])C (R)-3-(2-butoxy)-1-methyl-4-nitro-1H-pyrazole